C(CCC)SC1=C(C(OC2=CC(=CC=C12)N(CCCC(=O)O)CC)=O)C=O 4-((4-(Butylsulfanyl)-3-formyl-2-oxo-2H-chromen-7-yl)(ethyl)amino)butyric acid